OCCN1CCN(CC1)CCCC(=O)OCC1=CC(=CC(=C1)OCCCCCCCCCCC)OCCCCCCCCCCCCC 3-(Tridecyloxy)-5-(undecyloxy)benzyl 4-(4-(2-hydroxyethyl)piperazin-1-yl)butanoate